3-(1-{2-[(2-hydroxyethyl)sulfanyl]ethyl}-4-methyl-1H-benzotriazol-5-yl)propanoate OCCSCCN1N=NC2=C1C=CC(=C2C)CCC(=O)[O-]